C(C)OC(=O)C1=C(C(C(=CN1C)C(=O)O)=O)C1=CC=C(C=C1)F 6-(ethoxycarbonyl)-5-(4-fluorophenyl)-1-methyl-4-oxo-1,4-dihydropyridine-3-carboxylic acid